1-(5-bromopyridin-2-yl)-2-(2,4-difluorophenyl)-1,1-difluoro-3-(1H-pyrazol-1-yl)propan-2-ol BrC=1C=CC(=NC1)C(C(CN1N=CC=C1)(O)C1=C(C=C(C=C1)F)F)(F)F